The molecule is a member of the class of oxazolidinones that is oxazolidin-2-one substituted at positions 3, 4 and 5 by 3-(isoquinolin-4-ylmethyl)carbamoyl, methyl and 3-(trifluoromethyl)phenyl groups respectively. An inhibitor of teichoic acid biosynthesis. It has a role as a teichoic acid biosynthesis inhibitor. It is a member of (trifluoromethyl)benzenes, a carbamate ester, a dicarboximide, a member of isoquinolines, an oxazolidinone and a N-acylurea. It derives from an oxazolidin-2-one. C[C@H]1[C@H](OC(=O)N1C(=O)NCC2=CN=CC3=CC=CC=C32)C4=CC(=CC=C4)C(F)(F)F